N-(1-((1S,3R)-3-((5-Cyano-4-methoxypyrimidin-2-yl)amino)cyclohexyl)-1H-benzo[d]imidazol-4-yl)acrylamide C(#N)C=1C(=NC(=NC1)N[C@H]1C[C@H](CCC1)N1C=NC2=C1C=CC=C2NC(C=C)=O)OC